NC=1NC(C=2N(C(N(C2N1)[C@@H]1O[C@@H](C[C@H]1O)CO)=O)CC1=CC(=CC=C1)OC)=O 2-amino-9-((2R,3R,5S)-3-hydroxy-5-(hydroxymethyl)tetrahydrofuran-2-yl)-7-(3-methoxybenzyl)-7,9-dihydro-1H-purine-6,8-dione